Tetranitronickel [N+](=O)([O-])[Ni]([N+](=O)[O-])([N+](=O)[O-])[N+](=O)[O-]